2-[2-(4-fluoro-2-methyl-phenoxy)-4-methyl-5-(trifluoromethyl)-3-pyridinyl]-4-oxo-1H-1,6-naphthyridine-5-carboxamide FC1=CC(=C(OC2=NC=C(C(=C2C=2NC=3C=CN=C(C3C(C2)=O)C(=O)N)C)C(F)(F)F)C=C1)C